O=C1C2=C(N(C(N1)=S)CC=1C=C3CN(CC3=CC1)C(=O)OC(C)(C)C)C=CN2 tert-Butyl 5-((4-oxo-2-thioxo-2,3,4,5-tetrahydro-1H-pyrrolo[3,2-d]pyrimidin-1-yl)methyl)isoindoline-2-carboxylate